ClC1=CC=C(C[C@@H]2CC([C@]([C@@]2(O)CCl)(C)CCl)CN2N=CN=C2)C=C1 (1R,2S,5S)-5-(4-chlorobenzyl)-2-(chloromethyl)-2-methyl-1-chloromethyl-(1H-1,2,4-triazol-1-ylmethyl)cyclopentanol